5-hydroxy-2-[2-(hydroxymethyl)-4-methoxyphenyl]-1-benzofuran-3-carboxylic acid OC=1C=CC2=C(C(=C(O2)C2=C(C=C(C=C2)OC)CO)C(=O)O)C1